C12CN(CC(N1)C2)C=2C=C1C(N(C(C1=CC2F)=O)C2C(NC(CC2)=O)=O)=O 5-(3,6-diazabicyclo[3.1.1]heptan-3-yl)-2-(2,6-dioxopiperidin-3-yl)-6-fluoroisoindoline-1,3-dione